5-(p-Tolylamino)Pyrazolo[1,5-a]Pyrido[4,3-e]Pyrimidine-2-Carboxylic Acid C1(=CC=C(C=C1)NC1=NC=2N(C3=C1C=CN=C3)N=C(C2)C(=O)O)C